(S)-1-(2-(6-(trifluoromethyl)imidazo[1,2-a]pyridin-3-yl)pyrimidin-4-yl)piperidine-3-carbonitrile FC(C=1C=CC=2N(C1)C(=CN2)C2=NC=CC(=N2)N2C[C@H](CCC2)C#N)(F)F